decamethylcobalt C[Co](C)(C)(C)(C)(C)(C)(C)(C)C